OC1(CC(C1)C)NC(CN1C(C2=CC=C(C(=C2C2(C(C2)(F)F)C1)F)Br)=O)=O N-(3-cis-hydroxy-3-methylcyclobutyl)-2-[6-bromo-1',1',5-trifluoro-1-oxospiro[3H-isoquinolin-4,2'-cyclopropan]-2-yl]acetamide